C(C)N(CCCCC1OC(C(O1)C(=O)OCCCCCCCC\C=C/C\C=C/CCCCC)C(=O)OCCCCCCCC\C=C/C\C=C/CCCCC)C di((9Z,12Z)-octadeca-9,12-dien-1-yl) 2-(4-(ethyl(methyl)amino)butyl)-1,3-dioxolane-4,5-dicarboxylate